6-chloro-3-(((R)-1-(3,6-dimethyl-2-((1R,5S,6r)-3-(5-methylpyrazin-2-yl)-3-azabicyclo[3.1.0]hexan-6-yl)-4-oxo-3,4-dihydroquinazolin-8-yl)ethyl)amino)-N-(methylsulfonyl)picolinamide ClC1=CC=C(C(=N1)C(=O)NS(=O)(=O)C)N[C@H](C)C=1C=C(C=C2C(N(C(=NC12)C1[C@H]2CN(C[C@@H]12)C1=NC=C(N=C1)C)C)=O)C